(2R)-4'-hydroxy-5,7-dimethoxyflavan OC1=CC=C([C@@H]2OC3=CC(=CC(=C3CC2)OC)OC)C=C1